C(C)(C)(C)OC(=O)N([C@@H]1CN(CC1)C=1C2=CN(N=C2C(=CC1)C(=O)O)C)C (S)-4-(3-((tert-butoxycarbonyl)(methyl)amino)pyrrolidin-1-yl)-2-methyl-2H-indazole-7-carboxylic acid